(trans)-2-(3,4-dihydroxyphenyl)-3,7-dimethoxychroman-4-one OC=1C=C(C=CC1O)[C@@H]1OC2=CC(=CC=C2C([C@H]1OC)=O)OC